ClC=1N=C(C2=C(N1)CCC2)N(CC(=O)OCC)C Ethyl 2-({2-chloro-5H,6H,7H-cyclopenta[d]pyrimidin-4-yl}(methyl)amino)acetate